4-((2r,4r)-2-(3-(difluoromethyl)-1,2,4-oxadiazol-5-yl)-6,9-dioxo-5-(4-(trifluoromethyl)-benzyl)-5,8-diazaspiro-[3.5]nonan-8-yl)-3-fluorobenzonitrile FC(C1=NOC(=N1)C1CC2(C1)N(C(CN(C2=O)C2=C(C=C(C#N)C=C2)F)=O)CC2=CC=C(C=C2)C(F)(F)F)F